ClC=1C=C2C(N(CN(C2=CC1C#N)C1=C(C=C(C=C1)OC(F)(F)F)C)C1=C(NC(C=C1)=O)C)=O 6-chloro-1-(2-methyl-4-(trifluoromethoxy)phenyl)-3-(2-methyl-6-oxo-1,6-dihydropyridin-3-yl)-4-oxo-1,2,3,4-tetra-hydroquinazoline-7-carbonitrile